3-[2-(3,4-Difluorophenoxy)acetamido]-N-[5-(trifluoromethoxy)pyridin-2-yl]bicyclo[1.1.1]pentane-1-carboxamide FC=1C=C(OCC(=O)NC23CC(C2)(C3)C(=O)NC3=NC=C(C=C3)OC(F)(F)F)C=CC1F